(+/-)-4-(4,5-bis(4-chlorophenyl)-2-(2-isopropoxy-4-methoxyphenyl)-4,5-dihydro-1H-imidazole-1-carbonyl)piperazin-2-one ClC1=CC=C(C=C1)C1N=C(N(C1C1=CC=C(C=C1)Cl)C(=O)N1CC(NCC1)=O)C1=C(C=C(C=C1)OC)OC(C)C